(1aR,5aR)-2-Pyrazin-2-yl-1a,2,5,5a-tetrahydro-1H-2,3-diaza-cyclopropa[a]pentalene-4-carboxylic acid (3-methyl-1,1-dioxo-tetrahydro-1λ6-thiophen-3-yl)-amide CC1(CS(CC1)(=O)=O)NC(=O)C=1C=2C[C@@H]3[C@H](C2N(N1)C1=NC=CN=C1)C3